2-fluoro-5-(5-(thiazol-5-yl)-1,3,4-oxadiazol-2-yl)aniline Methyl-(S)-4-oxochromane-2-carboxylate COC(=O)[C@H]1OC2=CC=CC=C2C(C1)=O.FC1=C(N)C=C(C=C1)C=1OC(=NN1)C1=CN=CS1